acryloyloxydecyl-diiodomethylsilane C(C=C)(=O)OCCCCCCCCCC[SiH2]C(I)I